7-((4-(4-Fluoro-1-isopropyl-2-methyl-1H-benzo[d]imidazol-6-yl)pyrimidin-2-yl)amino)-2-morpholino-4H-chromen-4-one FC1=CC(=CC=2N(C(=NC21)C)C(C)C)C2=NC(=NC=C2)NC2=CC=C1C(C=C(OC1=C2)N2CCOCC2)=O